4,5-dimethyl-5-(trifluoromethyl)tetrahydrofuran-2-carboxylic acid rac-methyl ester COC(=O)C1OC(C(C1)C)(C(F)(F)F)C